2-cyano-4,4-dimethylpent-2-enamide C(#N)C(C(=O)N)=CC(C)(C)C